FC1=C(C=CC(=C1O)C=1N=C2N(C=CC(=N2)C2CC(NC(C2)(C)C)(C)C)C1)C1=CC(N(C=C1)C)=O 4-(2-fluoro-3-hydroxy-4-(7-(2,2,6,6-tetramethylpiperidin-4-yl)imidazo[1,2-a]pyrimidin-2-yl)phenyl)-1-methylpyridin-2(1H)-one